(E)-2-fluoro-5-((2-(6-(4-methoxyphenyl)pyrazine-2-carbonyl)hydrazono)methyl)benzamide FC1=C(C(=O)N)C=C(C=C1)/C=N/NC(=O)C1=NC(=CN=C1)C1=CC=C(C=C1)OC